2-{5-chloro-(2H)-benzotriazol-2-yl}-4-(3-keto-4-oxa-dodecyl)-6-tert-butyl-phenol ClC1=CC=2C(=NN(N2)C2=C(C(=CC(=C2)CCC(OCCCCCCCC)=O)C(C)(C)C)O)C=C1